4-[[6-[2-hydroxy-6-methyl-4-(trifluoromethyl)phenyl]pyrazolo[3,4-b]pyridin-2-yl]methyl]tetrahydropyran-4-ol OC1=C(C(=CC(=C1)C(F)(F)F)C)C=1C=CC=2C(N1)=NN(C2)CC2(CCOCC2)O